METHYL 4-IODO-5-PHENYLISOTHIAZOLE-3-CARBOXYLATE IC=1C(=NSC1C1=CC=CC=C1)C(=O)OC